(5-((1-((6-bromoquinolin-3-yl)oxy)cyclopropyl)methoxy)pyridin-3-yl)methanol BrC=1C=C2C=C(C=NC2=CC1)OC1(CC1)COC=1C=C(C=NC1)CO